ClC=1C=C(C=CC1F)C(C=1N(C=CN1)C1CC(C1)OC)C1=CC(=C(C=C1)F)Cl 2-(bis(3-chloro-4-fluorophenyl)methyl)-N-(3-methoxycyclobutyl)-1H-imidazole